4-[(2-methylphenyl)diazenyl]naphthalen-1-ol CC1=C(C=CC=C1)N=NC1=CC=C(C2=CC=CC=C12)O